N-(2,6-dimethylphenyl)piperidine-2-carboxamide CC1=C(C(=CC=C1)C)NC(=O)C1NCCCC1